NC=1C=C(C(=NC1)N1C=NC(=C1)C(C)(C)NC(OC(C)(C)C)=O)F tert-butyl (2-(1-(5-amino-3-fluoropyridin-2-yl)-1H-imidazol-4-yl)propan-2-yl)carbamate